3-(4-butoxy-5-((2,3-difluoro-6-methoxybenzyl)oxy)-2-fluorophenyl)-2,4-dioxo-1,2,3,4-tetrahydrothieno[3,4-d]pyrimidine-5-carboxylic acid C(CCC)OC1=CC(=C(C=C1OCC1=C(C(=CC=C1OC)F)F)N1C(NC=2C(C1=O)=C(SC2)C(=O)O)=O)F